4-(2-fluoro-4-iodoanilino)-5-methyl-6-Oxopyridine-3-carboxylic acid methyl ester COC(=O)C1=CNC(C(=C1NC1=C(C=C(C=C1)I)F)C)=O